ethyl 2-(3-fluoro-2-oxo-5-(2-oxoethyl)pyridin-1(2H)-yl)pentanoate FC=1C(N(C=C(C1)CC=O)C(C(=O)OCC)CCC)=O